OC1=C(C(=CC(=C1)C)C)N1N=C2N=C(NC(C2=C1)=O)C=1N=NC=CC1 2-(2-hydroxy-4,6-dimethylphenyl)-6-(pyridazin-3-yl)-2,5-dihydro-4H-pyrazolo[3,4-d]pyrimidin-4-one